methyl-2-bromo-[1,2,4]triazolo[1,5-a]pyridine CC1=CC=CC=2N1N=C(N2)Br